6-(4-((S)-4-acryloyl-1-((S)-3,3,3-trifluoro-2-hydroxypropanoyl)piperazin-2-yl)-6-chloropyridin-2-yl)-N-methylpyrimidine-4-carboxamide C(C=C)(=O)N1C[C@@H](N(CC1)C([C@@H](C(F)(F)F)O)=O)C1=CC(=NC(=C1)Cl)C1=CC(=NC=N1)C(=O)NC